BrC=1C=CC=2N=C(NC(C2N1)=O)C1CCNCC1 6-Bromo-2-(piperidin-4-yl)pyrido[3,2-d]pyrimidin-4(3H)-one